19,30-dimethoxy-15,17,21,23,29,35-hexamethyl-11,36-dioxa-4-azatricyclo[30.3.1.04,9]hexatriaconta-16,24,26,28-tetraene-2,3,10,14,20-pentone COC1CC(=CC(C(CCOC(C2CCCCN2C(C(C2C(CCC(CC(C(=CC=CC=CC(CC(C1=O)C)C)C)OC)O2)C)=O)=O)=O)=O)C)C